(3-(7-bromoquinolin-5-yl)oxetan-3-yl)-2-methyl-5-((1-methylazetidin-2-yl)methoxy)benzamide BrC1=CC(=C2C=CC=NC2=C1)C1(COC1)C=1C(=C(C(=O)N)C=C(C1)OCC1N(CC1)C)C